O[C@@H]1[C@](COC1)(C)N1C[C@@H](N(CC1)C=1C=C2C=C(N=CC2=CC1C)NC(=O)[C@@H]1CC12CCOCC2)C (R)-N-(6-((2S)-4-(4-(3R,4R)-hydroxy-3-methyltetrahydrofuran-3-yl)-2-methylpiperazin-1-yl)-7-methylisoquinolin-3-yl)-6-oxaspiro[2.5]octane-1-carboxamide